6-bromo-4-(4-((4-fluorophenyl)(2-hydroxyphenyl)methyl)piperazin-1-yl)-2-oxo-1-(prop-2-yn-1-yl)-1,2-dihydro-1,5-naphthyridine-3-carbonitrile BrC=1N=C2C(=C(C(N(C2=CC1)CC#C)=O)C#N)N1CCN(CC1)C(C1=C(C=CC=C1)O)C1=CC=C(C=C1)F